C(CCCCCCCC)(=O)C1=CC=C(C=C1)OB(O)O 4-nonanoylphenylboric acid